4-(5-(3,5-dichloro-4-fluorophenyl)-5-(trifluoromethyl)-4,5-dihydroisoxazol-3-yl)-N-(1-ethyl-5-methyl-1H-1,2,4-triazol-3-yl)-2-methylbenzamide ClC=1C=C(C=C(C1F)Cl)C1(CC(=NO1)C1=CC(=C(C(=O)NC2=NN(C(=N2)C)CC)C=C1)C)C(F)(F)F